(S)-α-t-butylglycine C(C)(C)(C)[C@H](N)C(=O)O